(cyclohexylmethyl)chlorodimethylsilane C1(CCCCC1)C[Si](C)(C)Cl